COC(CCCC1=CC=C(C=C1)NCCNC1=C(C=C(C=C1)S(N)(=O)=O)S(=O)(=O)C(F)(F)F)=O.BrC1=C(C=C(C=C1)[C@H]1[C@@H](C1)N1CCOCC1)F Trans-4-[2-(4-bromo-3-fluorophenyl)cyclopropyl]morpholine Methyl-4-(4-((2-((4-sulfamoyl-2-((trifluoromethyl)sulfonyl)phenyl)amino)ethyl)amino)phenyl)butanoate